C(C)(C)(C)OC(N[C@H]1CN(CC[C@H]1OC)C(=O)C1=CC2=C(N(C(=N2)C2=CC=3C(=NC=CC3)N2CC2CC2)C)C=C1)=O N-[(3S,4R)-1-{2-[1-(cyclopropylmethyl)-1H-pyrrolo[2,3-b]pyridin-2-yl]-1-methyl-1H-1,3-benzodiazole-5-carbonyl}-4-methoxypiperidine-3-Yl]carbamic acid tert-butyl ester